(3-(4-Fluoro-1-isopropyl-2-methyl-1H-benzo[d]imidazol-6-yl)-1H-pyrrolo[2,3-b]pyridin-5-yl)(8-methyl-3,8-diazabicyclo[3.2.1]octan-3-yl)methanone FC1=CC(=CC=2N(C(=NC21)C)C(C)C)C2=CNC1=NC=C(C=C12)C(=O)N1CC2CCC(C1)N2C